N1CC(C1)N1CC(C1)N1CCC(CC1)N1N=C(C=2C1=NC=NC2N)C2=CC=C(C=C2)OC2=CC=CC=C2 1-[1-[1-(Azetidin-3-yl)azetidin-3-yl]-4-piperidinyl]-3-(4-phenoxyphenyl)pyrazolo[3,4-d]pyrimidin-4-amine